N-(3-(2-((1,5-dimethyl-1H-pyrazol-3-yl)amino)-5-methylpyrimidin-4-yl)-1H-indol-7-yl)-2-((S)-3-((6-((R)-3-hydroxypyrrolidin-1-yl)pyrimidin-4-yl)oxy)pyrrolidin-1-yl)acetamide CN1N=C(C=C1C)NC1=NC=C(C(=N1)C1=CNC2=C(C=CC=C12)NC(CN1C[C@H](CC1)OC1=NC=NC(=C1)N1C[C@@H](CC1)O)=O)C